COC1=C(C=CC(=C1)OC)NC=1SC=C(N1)C(=O)NC1=CC(=CC=C1)NS(=O)(=O)C 2-((2,4-dimethoxyphenyl)amino)-N-(3-(methylsulfonamido)phenyl)thiazole-4-carboxamide